C1(=CC=CC=C1)C=1C=CC=2NC3=CC=C(C=C3C2C1)C1=CC=CC=C1 3,6-Diphenyl-9H-carbazol